silocin [SiH]1=CC=CC=CC=C1